C(C)(C)C1=C(C=C(C=C1OC)OC1=CC=CC=C1)OC 2-isopropyl-1,3-dimethoxy-5-phenoxybenzene